2-benzyl-6-(tert-butyldimethylsilyl)-4-(prop-2-yn-1-yl)-1,2,4-triazine-3,5(2h,4h)-dione C(C1=CC=CC=C1)N1N=C(C(N(C1=O)CC#C)=O)[Si](C)(C)C(C)(C)C